FC(CP(OC1CCCCC1)(OC1CCCCC1)=O)(F)F dicyclohexyl (2,2,2-trifluoroethyl)phosphonate